OC1=CC=C(C=C1)C1COC2=CC(=CC=C2C1C1=CC(=C(C=C1)O)C)O 3-(4-hydroxyphenyl)-4-(4-hydroxy-3-methylphenyl)chroman-7-ol